COC=1C(=CC=C2C=CN(C12)C(=O)OC(C)(C)C)[N+](=O)[O-] tert-Butyl 7-methoxy-6-nitro-1H-indole-1-carboxylate